C(C(=C)C)(=O)OCCCCCCOC1=CC=C(C(=O)O)C=C1 4-((6-(methacryloyloxy)hexyl)oxy)benzoic acid